C(C)N(CC)CC=1C=C2C=CC(=CC2=CC1)CN(C(O)=O)C1=CC=C(C=C1)C(NO)=O.C=C1C2C=CC(C1)C2 5-methylene-2-norbornene {6-((diethylamino)methyl)naphthalen-2-yl}methyl-(4-(hydroxycarbamoyl)phenyl)carbamate